4,4'-((4R,5R)-4,5-diphenylimidazoline-1,3-diyl)dibenzoic acid C1(=CC=CC=C1)[C@H]1N(CN([C@@H]1C1=CC=CC=C1)C1=CC=C(C(=O)O)C=C1)C1=CC=C(C(=O)O)C=C1